C(CCCCCCC\C=C/CCCCCCCC)(=O)[O-].[Mo+4].C(CCCCCCC\C=C/CCCCCCCC)(=O)[O-].C(CCCCCCC\C=C/CCCCCCCC)(=O)[O-].C(CCCCCCC\C=C/CCCCCCCC)(=O)[O-] molybdenum cis-oleate